(1s,4s)-4-(8-(2,4-dichloro-6-fluorophenylamino)-2-(4,4-difluorocyclohexylamino)-9H-purin-9-yl)-1-methylcyclohexanecarboxamide ClC1=C(C(=CC(=C1)Cl)F)NC=1N(C2=NC(=NC=C2N1)NC1CCC(CC1)(F)F)C1CCC(CC1)(C(=O)N)C